(1-(4-(1H-tetrazol-5-yl)thiazol-2-yl)-3-([1,1'-biphenyl]-3-yl)-5-hydroxy-1H-pyrazol-4-yl)methylbenzenesulfonamide N1N=NN=C1C=1N=C(SC1)N1N=C(C(=C1O)CC1=C(C=CC=C1)S(=O)(=O)N)C=1C=C(C=CC1)C1=CC=CC=C1